COCCN1C(=NC=2C1=NC(=CC2)C=2C=CN1N=C(N=CC12)N[C@@H]1CC[C@@H](CC1)OC(F)(F)F)C 5-(3-(2-methoxyethyl)-2-methyl-3H-imidazo[4,5-b]pyridin-5-yl)-N-(cis-4-(trifluoromethoxy)cyclohexyl)pyrrolo[2,1-f][1,2,4]triazin-2-amine